3-Amino-4-(7-fluoro-1H-indazol-4-yl)-6-(3-methoxy-3-methyl-but-1-ynyl)-7-methyl-1H-1,5-naphthyridin-2-one NC=1C(NC2=CC(=C(N=C2C1C1=C2C=NNC2=C(C=C1)F)C#CC(C)(C)OC)C)=O